CN(C(=O)C=1C=CC(=C2C=CC=NC12)NC1CCN(CC1)C(=O)OC(C)(C)C)C1=CC=CC=C1 tert-butyl 4-((8-(methyl(phenyl)carbamoyl)quinolin-5-yl)amino)piperidine-1-carboxylate